COC1=C(N)C=C(C=C1B1OC(C(O1)(C)C)(C)C)C 2-methoxy-5-methyl-3-(4,4,5,5-tetramethyl-1,3,2-dioxaborolan-2-yl)aniline